(S)-1-n-hexyl-2-(pyrrolidin-2-yl)-1H-benzimidazole C(CCCCC)N1C(=NC2=C1C=CC=C2)[C@H]2NCCC2